FC(CC)(OC[C@@H]1N(C[C@@H](CC1)C1=CC=C(C=C1)C(F)(F)F)C1=NC=C(C=N1)C(=O)O)F 2-((2R,5S)-2-((1,1-difluoropropoxy)methyl)-5-(4-(trifluoromethyl)phenyl)piperidin-1-yl)pyrimidine-5-carboxylic acid